6-chloro-7-(3-methyl-2-pyridinyl)-1H-indole-3-sulfonyl chloride ClC1=CC=C2C(=CNC2=C1C1=NC=CC=C1C)S(=O)(=O)Cl